(S)-4-(6-Chloro-pyridazin-3-yl)-2-isopropyl-morpholine ClC1=CC=C(N=N1)N1C[C@@H](OCC1)C(C)C